C1(=CC=CC=C1)[C@@H](C(=O)NC)C(OC1=CC=CC=2OCOC21)C2=CC=CC=C2 phenyl-(R)-N-methyl-3-phenyl-3-[(benzo[d][1,3]-dioxol-4-yl)oxy]propanamide